8-(4-chlorophenyl)-2-ethoxy-6-(2-methyl-2H-indazol-5-yl)-1,6-naphthyridin-7(6H)-one ClC1=CC=C(C=C1)C=1C(N(C=C2C=CC(=NC12)OCC)C1=CC2=CN(N=C2C=C1)C)=O